C(C=C)(=O)CCC[Si](OCC)(OCC)C γ-acryloylpropylmethyl-diethoxysilane